N-{4-[2-(2-chloro-3-fluorophenyl)acetylamino]pyridin-2-yl}-N-(3,4-difluorophenyl)acetamide ClC1=C(C=CC=C1F)CC(=O)NC1=CC(=NC=C1)N(C(C)=O)C1=CC(=C(C=C1)F)F